C(C)(=O)OC1(CN(C1)CC1=CC(=C(C=C1)C1CN(C1)C(=O)OC(C)(C)C)F)C tert-butyl 3-(4-((3-acetoxy-3-methylazetidin-1-yl) methyl)-2-fluorophenyl)-azetidine-1-carboxylate